tert-Butyl 6-(4-methoxy-4-methylpiperidin-1-yl)quinoline-4-carboxylate COC1(CCN(CC1)C=1C=C2C(=CC=NC2=CC1)C(=O)OC(C)(C)C)C